CC1C(CN2CC(CC12)=C)F methyl-2-fluoro-6-methylenetetrahydro-1H-pyrrolizine